NC(COC1=C(C=C(C=C1)C1C2=C(NC(C1)=O)C(=C(S2)C(=O)O)C2=CC(=CC=C2)F)OCC)=O 7-[4-(2-amino-2-oxoethoxy)-3-ethoxyphenyl]-3-(3-fluorophenyl)-5-oxo-4,5,6,7-tetrahydrothieno[3,2-b]pyridine-2-carboxylic acid